N[C@H](C)C1=CC(=CN2C1=NC(=CC2=O)C2=C(C=C(C=C2)F)F)C (R)-9-(1-aminoethyl)-2-(2,4-difluorophenyl)-7-methyl-4H-pyrido[1,2-a]pyrimidin-4-one